tert-Butyl [4-({2-fluoro-5-[(5-fluoro-2,4-dioxo-3,4-dihydroquinazolin-1(2H)-yl)methyl]benzoyl}amino)phenyl]carbamate FC1=C(C(=O)NC2=CC=C(C=C2)NC(OC(C)(C)C)=O)C=C(C=C1)CN1C(NC(C2=C(C=CC=C12)F)=O)=O